6-((S)-1-(4-chlorophenyl)ethyl)-9-isopropyl-2,6,9-triazaspiro[4.5]decane-7,10-dione ClC1=CC=C(C=C1)[C@H](C)N1C2(CCNC2)C(N(CC1=O)C(C)C)=O